C(C)/C(/C(=O)O)=C/C(=O)O 2-ethyl-maleic acid